Sodium Acetate Sodium acetate C(C)(=O)[O-].[Na+].C(C)(=O)[O-].[Na+]